C1(C=CC2=CC=CC=C12)[Zr]C1C=CC2=CC=CC=C12 bis(1-indenyl)zirconium